[Al].[Cr].[Ni].[Co].[Fe] iron cobalt nickel chromium aluminum